FC(C1=NNC=2CCCC(C12)=O)(F)F 3-(trifluoromethyl)-1,5,6,7-tetrahydroindazol-4-one